C1(=C(C=CC=C1)OS(=O)(=O)C1C2C(=C(C(C1)O2)C2=CC=C(C=C2)O)C2=CC=C(C=C2)NC(CCCCC[Se]C#N)=O)C o-tolyl-5-(4-hydroxyphenyl)-6-(4-(6-selenocyanohexanamido) phenyl)-7-oxabicyclo[2.2.1]hept-5-ene-2-sulfonate